C(C)OC(CO)N(C)C N,N-dimethylaminoethylene glycol ethyl ether